NCCCNC(=O)C1=NC2=CC=CC=C2C=C1NCC(CCCC)OC N-(3-aminopropyl)-3-((2-methoxyhexyl)amino)quinoline-2-carboxamide